2-[4-[(3S)-3-(6-cyanopyridazin-4-yl)isoxazolidine-2-carbonyl]-1-piperidinyl]pyrimidine-4-carboxamide C(#N)C1=CC(=CN=N1)[C@H]1N(OCC1)C(=O)C1CCN(CC1)C1=NC=CC(=N1)C(=O)N